C(C)(C)(C)[Si](OCCCCCO)(C1=CC=CC=C1)C1=CC=CC=C1 5-[tert-butyl-(diphenyl)silyl]oxypentan-1-ol